COC(C(O)(C(O)C(=O)O)C(\C=C\C1=CC(O)=C(O)C=C1)=O)=O caffeoyl-tartaric acid methyl ester